O=C1NC(CCC1NC(=O)C1=CNC2=CC=CC=C12)=O N-(2,6-dioxo-3-piperidyl)-1H-indole-3-carboxamide